4-Ethylphenylsulfate C(C)C1=CC=C(C=C1)OS(=O)(=O)[O-]